NC=1C=2N(C3=CC(=C(C=C3N1)C#N)C(=O)N([C@@H]1COC3=C1C=CC(=C3)OC(F)(F)F)C)C=NC2 (S)-4-amino-7-cyano-N-methyl-N-(6-(trifluoromethoxy)-2,3-dihydrobenzofuran-3-yl)imidazo[1,5-a]quinoxaline-8-carboxamide